C(C)(C)NC(OC1CC(CC1)C=1C=C2C(=NC1)N(C(=C2)C=2N(N=CC2)C)S(=O)(=O)C2=CC=C(C=C2)C)=O [3-[2-(2-methylpyrazol-3-yl)-1-(p-tolylsulfonyl) pyrrolo[2,3-b]pyridin-5-yl] cyclopentyl] N-isopropylcarbamate